CC1CN(C(=CC1)C=1C=CC2=C(N=C(S2)NC)C1)C(=O)OC(C)(C)C tert-butyl 3-methyl-6-[2-(methylamino)-1,3-benzothiazol-5-yl]-3,4-dihydro-2H-pyridine-1-carboxylate